Methyl-(cyclopentadienyl)(2,7-di-tert-butylfluorenyl)(phenyl)methane CC(C1=CC=CC=C1)(C1=C(C=CC=2C3=CC=C(C=C3CC12)C(C)(C)C)C(C)(C)C)C1C=CC=C1